4-(2-acryloyl-2,6-diazaspiro[3.4]octan-6-yl)-6-(1-cyclopropyl-6-methyl-1H-indazol-7-yl)-2-morpholinopyrimidine-5-carbonitrile C(C=C)(=O)N1CC2(C1)CN(CC2)C2=NC(=NC(=C2C#N)C=2C(=CC=C1C=NN(C21)C2CC2)C)N2CCOCC2